(-)-4-((5-(3-Amino-3-methyl-2-oxoindolin-1-yl)pyridin-3-yl)methyl)phthalazin-1(2H)-one NC1(C(N(C2=CC=CC=C12)C=1C=C(C=NC1)CC1=NNC(C2=CC=CC=C12)=O)=O)C